ClC1=C(C=CC=C1Cl)C1C(=C(NC(=C1C(=O)OC)C)C)C(=O)OCCC#N 3-(2-cyano-ethyl) 5-methyl 4-(2,3-dichloro-phenyl)-2,6-dimethyl-1,4-dihydro-pyridine-3,5-dicarboxylate